FC(OC1CC(C1)C(=O)NN)(F)F 3-(trifluoromethoxy)cyclobutane-1-carbohydrazide